2-(2-((1-(4-((8-methoxy-1,7-naphthyridin-2-yl)amino)phenyl)ethyl)amino)pyrimidine-5-yl)acetic acid COC=1N=CC=C2C=CC(=NC12)NC1=CC=C(C=C1)C(C)NC1=NC=C(C=N1)CC(=O)O